(3S,8S,9S,10R,13S,14S,17S)-10,13-dimethyl-17-((S)-1-(pyridin-2-yloxy)ethyl)-2,3,4,7,8,9,10,11,12,13,14,15,16,17-tetradecahydro-1H-cyclopenta[a]phenanthren-3-ol C[C@]12[C@H]3CC[C@@]4([C@H](CC[C@H]4[C@@H]3CC=C2C[C@H](CC1)O)[C@H](C)OC1=NC=CC=C1)C